Br.CN[C@H]1[C@@H](CCCC1)C(=O)O trans-2-(methylamino)cyclohexanecarboxylic acid hydrobromide